NC=1N(N=CN1)C 3-Amino-2-methyl-1,2,4-triazol